FC1(C(C1)C(=O)N1N([C@@H]2[C@H](C1)NCC2(F)F)CCC(C(=O)OCC=C)(C)C)F Allyl 4-((cis)-2-(2,2-difluorocyclopropanecarbonyl)-6,6-difluorohexahydropyrrolo[3,2-c]pyrazol-1(2H)-yl)-2,2-dimethylbutanoate